tert-butyl (S)-2-(4-fluoro-3,5-dimethylphenyl)-4-methyl-3-(2-carbonyl-2,3-dihydro-1H-imidazol-1-yl)-2,4,6,7-tetrahydro-5H-pyrazolo[4,3-c]pyridine-5-carboxylate FC1=C(C=C(C=C1C)N1N=C2C([C@@H](N(CC2)C(=O)OC(C)(C)C)C)=C1N1C(NC=C1)=C=O)C